CCCCC/C=C\\C/C=C\\CC(=O)SCCNC(=O)CCNC(=O)[C@@H](C(C)(C)COP(=O)([O-])OP(=O)([O-])OC[C@@H]1[C@H]([C@H]([C@@H](O1)N2C=NC3=C(N=CN=C32)N)O)OP(=O)([O-])[O-])O The molecule is a polyunsaturated fatty acyl-CoA(4-) obtained by deprotonation of the phosphate and diphosphate OH groups of (3Z,6Z)-dodecadienoyl-CoA; major species at pH 7.3. It is a polyunsaturated fatty acyl-CoA(4-) and a medium-chain fatty acyl-CoA(4-). It is a conjugate base of a (3Z,6Z)-dodecadienoyl-CoA.